C(C1=CC=CC=C1)NC(N(C1=NC=C(C=C1)C=1C=NN(C1)C)[C@@H]1CC[C@H](CC1)NC1=NC=C(C(=N1)NCC1=NN(C=C1)C)C#N)=O 3-benzyl-1-(trans-4-((5-cyano-4-(((1-methyl-1H-pyrazol-3-yl)methyl)amino)pyrimidin-2-yl)amino)cyclohexyl)-1-(5-(1-methyl-1H-pyrazol-4-yl)pyridin-2-yl)urea